O(CCOCCNC(C1=CC=C(C=C1)C=C)=O)CCOCCNC(C1=CC=C(C=C1)C=C)=O N,N'-(((oxybis(ethane-2,1-diyl))bis(oxy))bis(ethane-2,1-diyl))bis(4-vinylbenzamide)